Tert-butyl 6-(4-(5-chloro-6-methyl-1-(tetrahydro-2H-pyran-2-yl)-1H-indazol-4-yl)-3-(4-(2-hydroxyethoxy) phenyl)-5-methyl-1H-pyrazol-1-yl)-2-azaspiro[3.3]Heptane-2-carboxylate ClC=1C(=C2C=NN(C2=CC1C)C1OCCCC1)C=1C(=NN(C1C)C1CC2(CN(C2)C(=O)OC(C)(C)C)C1)C1=CC=C(C=C1)OCCO